[Li].[Sn] tin-lithium